CC1(CN(C=2N=C(N=CC21)CO)C2=CC=C(C=C2)OC2=CC=CC=C2)C (5,5-dimethyl-7-(4-phenoxyphenyl)-6,7-dihydro-5H-pyrrolo[2,3-d]pyrimidin-2-yl)methanol